N-[4-(benzylsulfonyloxy)phenyl]-N'-[4-(methanesulfonyloxy)phenyl]urea C(C1=CC=CC=C1)S(=O)(=O)OC1=CC=C(C=C1)NC(=O)NC1=CC=C(C=C1)OS(=O)(=O)C